CC(CC)(C1=CC=CC=C1)[Sn](N(C)C)(N(C)C)N(C)C 1-methyl-1-phenyl-propyl-tris(dimethylamino)tin